N-{4-bromo-3-[(2,4-dimethoxybenzyl)sulfamoyl]Phenyl}-2-(2-chlorophenyl)acetamide BrC1=C(C=C(C=C1)NC(CC1=C(C=CC=C1)Cl)=O)S(NCC1=C(C=C(C=C1)OC)OC)(=O)=O